Cl.COC([C@@H](NC)C(C)C)=O methyl-L-valine methyl ester hydrochloride